O1C(OC2C1=CC=CC2=S)=S benzodioxole(thioquinone)